CN1C=C(C(=C(C1=O)C)C)B(O)O (1,4,5-trimethyl-6-oxo-1,6-dihydropyridin-3-yl)boronic acid